2-ethylhexyl-mannitol C(C)C(CC([C@@H](O)[C@@H](O)[C@H](O)[C@H](O)CO)O)CCCC